Cl.C[C@]12CC(C[C@](CC1)(N2)C)OC2=CC=C(N=N2)C2=NC=C(C=C2O)N2N=NC=C2 2-(6-{[(1R,3s,5S)-1,5-dimethyl-8-azabicyclo[3.2.1]octan-3-yl]oxy}pyridazin-3-yl)-5-(1H-1,2,3-triazol-1-yl)pyridin-3-ol hydrochloride